(2r,5s)-5-(4-bromophenyl)-2-methylmorpholine BrC1=CC=C(C=C1)[C@H]1CO[C@@H](CN1)C